BrC1=NC(=CC=C1CN1C=NC(=C1)C(=O)OCC)N1CC2C(C2C1)(F)F ethyl 1-[(2-bromo-6-{6,6-difluoro-3-azabicyclo[3.1.0]hexan-3-yl}pyridin-3-yl)methyl]-1H-imidazole-4-carboxylate